N-(2,5,8-trioxadec-10-yl)propanamide COCCOCCOCCNC(CC)=O